ClC=1C(=C(C=CC1OCCCCCO)C=1C(CC(NN1)=O)C)F 6-[3-chloro-2-fluoro-4-(5-hydroxypentyloxy)phenyl]-5-methyl-4,5-dihydro-2H-pyridazin-3-one